(1R)-2-fluoro-5-(2-(2-fluorophenyl)-5-(1H-pyrazol-1-yl)-3H-imidazo[4,5-b]pyridin-3-yl)-2,3-dihydro-1H-inden-1-amine FC1[C@@H](C2=CC=C(C=C2C1)N1C(=NC=2C1=NC(=CC2)N2N=CC=C2)C2=C(C=CC=C2)F)N